(2S,4S)-1-{2-[(3S,1R)-3-(1H-1,2,4-triazol-1-ylmethyl)cyclopentylamino]-acetyl}-4-fluoropyrrolidine-2-carbonitrile N1(N=CN=C1)C[C@@H]1C[C@@H](CC1)NCC(=O)N1[C@@H](C[C@@H](C1)F)C#N